5-fluoropyridine-2-carbonitrile FC=1C=CC(=NC1)C#N